CC(C)C[C@@H](C(=O)N[C@@H](C(C)C)C(=O)NCC(=O)O)N The molecule is a tripeptide composed of L-leucine, L-valine and glycine joined in sequence by peptide linkages. It has a role as a metabolite. It derives from a L-leucine, a L-valine and a glycine.